1-(4-methoxyphenyl)-ethanol COC1=CC=C(C=C1)C(C)O